(S)-1-cyano-N-(6-phenylbenzo[d]thiazol-2-yl)pyrrolidine-3-carboxamide C(#N)N1C[C@H](CC1)C(=O)NC=1SC2=C(N1)C=CC(=C2)C2=CC=CC=C2